The molecule is a peptide zwitterion obtained by transfer of a proton from the carboxy to the amino terminus of Phe-Ala; major species at pH 7.3. It is a tautomer of a Phe-Ala. C[C@@H](C(=O)[O-])NC(=O)[C@H](CC1=CC=CC=C1)[NH3+]